C(C)OC(=O)C=1C=C2C(CCC2=CC1)N 3-amino-2,3-dihydro-1H-indene-5-carboxylic acid ethyl ester